2,2'-dimethyldiaminobiphenyl CC1=C(C=CC(=C1N)N)C1=C(C=CC=C1)C